C(C)(C)(C)OC(=O)N(C1CC1)CC1CN(C1)C(=O)OCC1=CC=CC=C1 benzyl 3-[[tert-butoxycarbonyl(cyclopropyl)amino]methyl]azetidine-1-carboxylate